[Si](C)(C)(C(C)(C)C)OCCS 2-[(tert-butyldimethylsilyl)oxy]ethane-1-thiol